4-(5-((2-(((5-Cyanopyridin-2-yl)methyl)amino)-2-oxoethyl)thio)-1H-tetrazol-1-yl)benzoic acid C(#N)C=1C=CC(=NC1)CNC(CSC1=NN=NN1C1=CC=C(C(=O)O)C=C1)=O